COCCOC=1C=C(NCCCC[Si](C)(C)C)C=CC1OCCOC 3,4-bis(2-methoxyethoxy)-N-(4-(trimethylsilyl)butyl)aniline